C(C)(=O)N1CCN(CC1)C(C=C(C#N)C(=O)N1C[C@@H](CCC1)N1C(N(C=2C(=NC=CC21)N)C2=CC=C(C=C2)OC2=CC=CC=C2)=O)(C)C (R)-4-(4-acetylpiperazin-1-yl)-2-(3-(4-amino-2-oxo-3-(4-phenoxyphenyl)-2,3-dihydro-1H-imidazo[4,5-c]pyridin-1-yl)piperidine-1-carbonyl)-4-methylpent-2-enenitrile